C1(CC1)COC([C@@H](NP(=O)(OC1=CC=CC=C1)OC1=C(C(=C(C(=C1F)F)F)F)F)C)=O ((perfluorophenoxy)(phenoxy)phosphoryl)-L-alanine cyclopropylmethyl ester